FC(CN1C(NCC1=O)=O)(F)F 3-(2,2,2-trifluoroethyl)imidazolidine-2,4-dione